S(=O)(=O)(O)OC=1C=CC=C2C=CC=NC12 Quinolin-8-ol sulfat